(R or S)-1-(1-(6-(4-(2-hydroxypropan-2-yl)-2-azabicyclo[2.1.1]hexan-2-yl)pyrimidin-4-yl)-1H-indazol-6-yl)spiro[2.2]pentane-1-carbonitrile OC(C)(C)C12CN(C(C1)C2)C2=CC(=NC=N2)N2N=CC1=CC=C(C=C21)[C@]2(CC21CC1)C#N |o1:25|